((R)-((4-oxo-2-phenylchroman-7-yl)oxy)(pyridin-4-yl)methyl)benzamide O=C1CC(OC2=CC(=CC=C12)O[C@H](C1=CC=NC=C1)C1=C(C(=O)N)C=CC=C1)C1=CC=CC=C1